ClC1=CC(=C(C=C1F)[C@H](NC(=O)[C@@H]1N(CCCC1)C(=O)C1=NC=CC(=C1)S(=O)(=O)C)C1CC1)F (2R)-N-((R)-(4-chloro-2,5-difluorophenyl)(cyclopropyl)methyl)-1-((4-(methylsulfonyl)-2-pyridinyl)carbonyl)-2-piperidinecarboxamide